OC1=C(C(NC12CCC1(OCCO1)CC2)=O)C2=C(C=C(C=C2C)C)C 12-Hydroxy-11-mesityl-1,4-dioxa-9-azadispiro[4.2.4.2]tetradec-11-en-10-on